[Cl-].S(SCC([NH3+])([2H])[2H])CC([NH3+])([2H])[2H].[Cl-] 2,2'-disulfanediylbis(ethan-1,1-d2-1-aminium) chloride